BrC1=C(C=NN1C1=CC=CC=C1)C(=O)NC1=NC2=CC=CC=C2C=C1 5-bromo-1-phenyl-N-(quinolin-2-yl)-1H-pyrazole-4-carboxamide